C(CCCCCCCCCCCC)[SiH2]F tridecyl-fluorosilane